Ethyl (6R)-5-(4-chloro-3-(trifluoromethyl) benzoyl)-2-((2R)-1-((1-(5-cyanopyrazin-2-yl) ethyl) amino) propan-2-yl)-6-methyl-4,5,6,7-tetrahydro-2H-pyrazolo[4,3-c]pyridine-3-carboxylate ClC1=C(C=C(C(=O)N2CC=3C(C[C@H]2C)=NN(C3C(=O)OCC)[C@@H](CNC(C)C3=NC=C(N=C3)C#N)C)C=C1)C(F)(F)F